1-methyl-2-nitro-4-(1-phenylethoxy)benzene CC1=C(C=C(C=C1)OC(C)C1=CC=CC=C1)[N+](=O)[O-]